(3-mercaptopropyl)-triethoxysilane SCCC[Si](OCC)(OCC)OCC